C(C=C(C)C)C1(OC2=CC=CC=C2CC1)C1=CC=CC=C1 prenylflavan